C[N+](C)(C)C.C(CCCCCCCCC)S(=O)(=O)[O-] decylsulfonate, tetramethylammonium salt